C(#N)C1=C(C=C(C=C1)N1C(N(C(C1=O)(C)C)C1=CC(=C(C(=O)NC)C=C1)F)=S)C(F)(F)F 4-(3-(4-cyano-3-(trifluoromethyl)phenyl)-5,5-dimethyl-4-oxo-2-sulfanylideneimidazolidin-1-yl)-2-fluoro-N-methylbenzamide